(cyclopentadienyl)iridium chloride C1(C=CC=C1)[Ir](Cl)Cl